C=1N=CN2C1C=NCC2 5,6-dihydroimidazo[1,5-a]pyrazin